(4S)-7-(3,5-dimethylisoxazol-4-yl)-4-pyridin-2-yl-9-pyrimidin-5-yl-4,5-dihydroimidazo[1,5,4-de][1,4]benzoxazin-2(1H)-one 2,2,2-trifluoroacetate FC(C(=O)O)(F)F.CC1=NOC(=C1C1=CC(=C2C=3N([C@H](COC31)C3=NC=CC=C3)C(N2)=O)C=2C=NC=NC2)C